(2R)-2-[(tert-Butoxycarbonyl)amino]-4-{[(9H-fluoren-9-ylmethoxy)carbonyl]amino}butanoic acid C(C)(C)(C)OC(=O)N[C@@H](C(=O)O)CCNC(=O)OCC1C2=CC=CC=C2C=2C=CC=CC12